COC(CC1=C(C=C(C=C1)COC)OCC1=CC2=C(COC3=C(C=CC=C23)CN)C=C1)=O 2-(2-((4-(aminomethyl)-6H-benzo[c]chromen-9-yl)methoxy)-4-(methoxymethyl)phenyl)acetic acid methyl ester